palladium tetra(triphenylphosphine) palladium [Pd].C1(=CC=CC=C1)P(C1=CC=CC=C1)C1=CC=CC=C1.C1(=CC=CC=C1)P(C1=CC=CC=C1)C1=CC=CC=C1.C1(=CC=CC=C1)P(C1=CC=CC=C1)C1=CC=CC=C1.C1(=CC=CC=C1)P(C1=CC=CC=C1)C1=CC=CC=C1.[Pd]